4-[3-Oxo-3-[4-(trimethylsilyl)phenyl]-1-propenyl]benzoic acid O=C(C=CC1=CC=C(C(=O)O)C=C1)C1=CC=C(C=C1)[Si](C)(C)C